CC1=CC=C(O1)CO 5-Methyl-2-furfuryl alcohol